7-(3-cyanobenzyl)-4-(4-trifluoromethylbenzyl)-6,7,8,9-tetrahydroimidazo[1,2-a]pyrido[3,4-e]pyrimidin-5(4H)-one C(#N)C=1C=C(CN2CC=3C(N(C=4N(C3CC2)C=CN4)CC4=CC=C(C=C4)C(F)(F)F)=O)C=CC1